C(C=CCC1C(CCC1)=O)C1C(CCC1)=O 2,2'-(but-2-en-1,4-diyl)bis(cyclopentan-1-one)